C1(CC1)C=1C(=CC(=C(C1)N(S(=O)(=O)C)C)[N+](=O)[O-])C N-(5-cyclopropyl-4-methyl-2-nitrophenyl)-N-methylmethanesulfonamide